ClC1=C(C=CC=C1)C1=NNC2=NC(=CN=C21)N2CCC1(CCC[C@H]1N)CC2 (R)-8-(3-(2-chlorophenyl)-1H-pyrazolo[3,4-b]-pyrazin-6-yl)-8-aza-spiro[4.5]decan-1-amine